Ethyl (trans-4-((3-(1-isopropyl-1H-pyrazol-4-yl)phenyl)((trans-4-(4-methoxy-3-methylphenyl)cyclohexyl)methyl)carbamoyl) cyclohexyl)carbamate C(C)(C)N1N=CC(=C1)C=1C=C(C=CC1)N(C(=O)[C@@H]1CC[C@H](CC1)NC(OCC)=O)C[C@@H]1CC[C@H](CC1)C1=CC(=C(C=C1)OC)C